O(C1=CC=CC=C1)C1=CC=C(C=C1)C1=C(N=NC=C1)C=1C(=NN2C1C=CC=C2)O (E)-3-((4-phenoxyphenyl)diazinyl)pyrazolo[1,5-a]pyridin-2-ol